methylene-γ-valerolactone C=C1C(=O)OC(C1)C